COC=1C=C2C(=CC=NC2=CC1)NC1=CC(=CC(=C1)N1N=CC=C1)OC 6-Methoxy-N-(3-Methoxy-5-(1H-pyrazol-1-yl)phenyl)quinolin-4-amine